[Br-].OC(C(=O)O[C@H]1C[N+]2(CCC1CC2)CCCOC2=CC=CC=C2)(C=2SC=CC2)C=2SC=CC2 3(R)-(2-hydroxy-2,2-dithien-2-ylacetoxy)-1-(3-phenoxypropyl)-1-azoniabicyclo[2.2.2]octane bromide